C1(=CC=CC=C1)N1C2=CC=CC=C2C=2C=CC(=CC12)C=1C=CC=2NC3=CC=CC=C3C2C1 9-phenyl-9H,9'H-2,3'-bicarbazole